[Co].C1(=CC=CC=C1)C1=C(C(=C1C1=CC=CC=C1)C1=CC=CC=C1)C1=CC=CC=C1 (Tetraphenyl-cyclobutadiene) cobalt